[K+].C(CCCCCCCCCCCCC)S(=O)(=O)[O-] 1-Tetradecyl-sulfonic acid potassium salt